C(CCCCCCCC)O 1-nonyl alcohol